2-methyl-6-(5-(1-methylcyclopropoxy)-1-(tetrahydro-2H-pyran-2-yl)-1H-indazol-3-yl)-4-(N-morpholinyl)pyridazin-3(2H)-one CN1N=C(C=C(C1=O)N1CCOCC1)C1=NN(C2=CC=C(C=C12)OC1(CC1)C)C1OCCCC1